FC(C(=O)O)(F)F.COC(C[C@H]1C=2N(C3=C(C(=N1)C1=CC=C(C=C1)C1=CC=C(C=C1)OCC(=O)O)C(=C(S3)C)C)C(=NN2)C)=O ({4'-[(6S)-6-(2-methoxy-2-oxoethyl)-2,3,9-trimethyl-6H-thieno[3,2-f][1,2,4]triazolo[4,3-a][1,4]diazepin-4-yl][1,1'-biphenyl]-4-yl}oxy)acetic acid trifluoroacetate